FC(C(=O)O)(F)F.FC(C(=O)O)(F)F.COC1=CC=C(C(=N1)CCN)[N+](=O)[O-] 2-(6-methoxy-3-nitropyridin-2-yl)ethan-1-amine bistrifluoroacetate